3-(METHYLSULFANYL)PENTANOIC ACID CSC(CC(=O)O)CC